N-(2,6-dimethylpyrimidin-4-yl)-5-[2-methyl-4-[[(2R)-1-(1,1,2,2,2-pentadeuterioethyl)azetidin-2-yl]methoxy]pyrazol-3-yl]pyrazolo[1,5-a]pyridin-2-amine CC1=NC(=CC(=N1)NC1=NN2C(C=C(C=C2)C=2N(N=CC2OC[C@@H]2N(CC2)C(C([2H])([2H])[2H])([2H])[2H])C)=C1)C